CN1CCN(CC1)C1C=2C=CC(=CC2CCC1)C(=O)N 5-(4-methylpiperazine-1-yl)-5,6,7,8-tetrahydronaphthalene-2-formamide